6-cyclopropyl-N-[3-[1,2-difluoro-1-methyl-2-(4-methyl-1,2,4-triazol-3-yl)ethyl]phenyl]-4-formyl-pyridine-2-carboxamide C1(CC1)C1=CC(=CC(=N1)C(=O)NC1=CC(=CC=C1)C(C(C1=NN=CN1C)F)(C)F)C=O